3-oxa-5,8,11,14-tetrazahexadecan-16-oate CCOCNCCNCCNCCNCC(=O)[O-]